N1(CCCCC1)C(=O)C=1C=C2C=CC=C(C2=CC1)N1CC2N(CC1)C(NC2=O)=O 7-(6-(piperidine-1-carbonyl)naphthalen-1-yl)tetrahydroimidazo[1,5-a]pyrazine-1,3(2H,5H)-dione